3-(6-(((4-(((adamantan-1-yl)amino)methyl)thiazol-2-yl)methyl)amino)-2-oxobenzo[cd]indol-1(2H)-yl)piperidine-2,6-dione C12(CC3CC(CC(C1)C3)C2)NCC=2N=C(SC2)CNC=2C=3C1=C(C(N(C1=CC2)C2C(NC(CC2)=O)=O)=O)C=CC3